S1C=NC2=C1C(=CC=C2)C2=CC=C(C=C2)N2[C@@H](CN(CC2)C(=O)NC=2N=C(SC2)C#C)CO (S)-4-(4-(benzo[d]thiazol-7-yl)phenyl)-N-(2-ethynylthiazol-4-yl)-3-(hydroxymethyl)-piperazine-1-carboxamide